C(C)OC(=O)C=1C=NN(C1N)C1=C(C=C(C=C1)F)F 1-(2,4-difluorophenyl)-5-amino-1H-pyrazole-4-carboxylic acid ethyl ester